N-(5-(4-fluorophenoxy)pyridin-2-yl)-2-((R)-4-((6-oxo-1,6-dihydropyridin-3-yl)methyl)-3-(trifluoromethyl)piperazin-1-yl)propanamide FC1=CC=C(OC=2C=CC(=NC2)NC(C(C)N2C[C@@H](N(CC2)CC2=CNC(C=C2)=O)C(F)(F)F)=O)C=C1